C1(CCC1)N1C(N(CC1)CC1OC1)=O 1-cyclobutyl-3-(oxiran-2-ylmethyl)imidazolidin-2-one